2-[2-(1-methyl-1,2,3,6-tetrahydropyridin-4-yl)-5-nitrophenyl]acetonitrile CN1CCC(=CC1)C1=C(C=C(C=C1)[N+](=O)[O-])CC#N